C(C)NC(NC=1C=C(C(NN1)=O)CN1CCN(CC1)C=1C=CC(=NC1C)C(=O)NC)=O 5-(4-((6-(3-ethylureido)-3-oxo-2,3-dihydropyridazin-4-yl)methyl)piperazin-1-yl)-N,6-dimethylpicolinamide